P(OCC(F)(F)F)(OCC(F)(F)F)[O-] bis(2,2,2-trifluoroethyl) phosphite